C(C(CO)(CO)NO)O tris(hydroxymethyl)aminomethane hydroxide